C1N(CCC2=CC=CC=C12)CC1=CC(C(=CO1)OCC1=CC(=C(C(=O)NC)C=C1)F)=O 4-(((6-((3,4-dihydroisoquinolin-2(1H)-yl)methyl)-4-oxo-4H-pyran-3-yl)oxy)methyl)-2-fluoro-N-methylbenzamide